1-methyl-N-((5-(trifluoromethyl)-pyridin-2-yl)methyl)cyclopropan-1-amine CC1(CC1)NCC1=NC=C(C=C1)C(F)(F)F